12-(1-Fluoropropan-2-yl)-12-azatricyclo[6.3.1.02,7]Dodeca-2,4,6-triene hydrochloride Cl.FCC(C)N1C2C3=CC=CC=C3C1CCC2